5-(2-aminophenyl)-5-oxopentanoic acid NC1=C(C=CC=C1)C(CCCC(=O)O)=O